5'-chloro-N-(3-methylbutan-2-yl)-7'-oxo-7',8'-dihydro-6'H-spiro[cyclohexane-1,9'-furo[2,3-f]quinazoline]-2'-carboxamide ClC=1C=C2C(=C3C4(NC(NC13)=O)CCCCC4)OC(=C2)C(=O)NC(C)C(C)C